selenophenoisoquinoline C1=NC=CC2=CC=C3C(=C12)C=C[Se]3